O=C1NC2=C(N1C(=O)O)C=CC=C2 2-oxo-2,3-dihydro-1H-benzo[d]Imidazole-1-carboxylic acid